FC1=C(C=CC(=C1)F)N(C1=NN2C(C=CC(=C2)OC2=CC(=NC=C2)NC(C)=O)=N1)CC1=CC=C(C=C1)OC N-(4-((2-((2,4-difluorophenyl)(4-methoxybenzyl)amino)-[1,2,4]triazolo[1,5-a]pyridin-6-yl)oxy)pyridin-2-yl)acetamide